C(C)(C)(C)OC(N[C@@H]1CC(=CCC1)C1=C2C(=C(NC2=C(C=C1F)C#N)C)C)=O (S)-(3-(7-cyano-5-fluoro-2,3-dimethyl-1H-indol-4-yl)cyclohex-3-en-1-yl)carbamic acid tert-butyl ester